2,2-Bis-[4-(2-hydroxy-3-methacryloxypropoxy)phenyl]propan OC(COC1=CC=C(C=C1)C(C)(C)C1=CC=C(C=C1)OCC(COC(C(=C)C)=O)O)COC(C(=C)C)=O